BrC=1C=C2C(=CNC2=C(C1)CN(C)C)C(=O)NC 5-bromo-7-((dimethylamino)methyl)-N-methyl-1H-indole-3-carboxamide